CO[C@H]1CN(C[C@@H]1NC(=O)NCCCCCCCCCCC)C(=O)C1=CC=C(C(=O)N2C[C@H]([C@@H](C2)C(=O)N[C@@H]2[C@H](C2)C2=CC=CC=C2)C(=O)N[C@@H]2[C@H](C2)C2=CC=CC=C2)C=C1 (3S,4S)-1-(4-((3S,4S)-3-methoxy-4-(3-undecylureido)pyrrolidine-1-carbonyl)benzoyl)-N3,N4-bis((1S,2R)-2-phenylcyclopropyl)pyrrolidine-3,4-dicarboxamide